NC=1C=C(C=CC1)C=1C=C(C=C2C=NC(=NC12)NC(OC(C)(C)C)=O)C1=C(C=CC=C1)Cl tert-butyl (8-(3-aminophenyl)-6-(2-chlorophenyl)quinazolin-2-yl)carbamate